BrC1=NC(=NC=C1)OCC1=C(C=C(C#N)C=C1)OC 4-[(4-bromopyrimidin-2-yl)oxymethyl]-3-methoxy-benzonitrile